[Cl-].ClC[C@@H](CC1=C(C=C(C=C1)C)C)N |r| (2RS)-1-chloro-3-(2,4-dimethylphenyl)propan-2-amine chloride